(1S,2S)-2-(dimethylamino)cyclopropanol CN([C@@H]1[C@H](C1)O)C